(1S,2S)-N-[2-(3-chlorophenyl)-4-hydroxy-butyl]-2-phenyl-cyclopropanecarboxamide ClC=1C=C(C=CC1)C(CNC(=O)[C@@H]1[C@H](C1)C1=CC=CC=C1)CCO